2-{4-Chloro-3-[({2,6-dimethyl-4-[2-(tetrahydro-2H-pyran-2-yl)ethoxy]phenyl}carbothioyl)amino]phenyl}-2-methylpropanoic acid ClC1=C(C=C(C=C1)C(C(=O)O)(C)C)NC(=S)C1=C(C=C(C=C1C)OCCC1OCCCC1)C